7aH-naphtho[2,3-b]oxirene O1C2C1C=C1C=CC=CC1=C2